4-((3-chloro-4-fluorophenyl)amino)-7-methoxyquinazoline-6-ol ClC=1C=C(C=CC1F)NC1=NC=NC2=CC(=C(C=C12)O)OC